(S)-10-cyclopropyl-1-(9H-fluoren-9-yl)-3,6-dioxo-2,9-dioxa-4,7-diazaundecane-11-carboxylic acid C1(CC1)[C@@H](OCNC(CNC(OCC1C2=CC=CC=C2C=2C=CC=CC12)=O)=O)CC(=O)O